FC(C1(CC1)N1C(=NC2=C1C=C(C=C2)O)OC)F 1-(1-(difluoromethyl)cyclopropyl)-2-methoxy-1H-benzo[d]imidazol-6-ol